C(C)(=O)C1=C(C=C(C[N+]1=O)C(=O)OC)F methyl 6-acetyl-5-fluoro-1-oxo-pyridin-1-ium-3-carboxylate